(2-methoxy-4-(piperazin-2-yl)phenyl)methanol COC1=C(C=CC(=C1)C1NCCNC1)CO